5-{[2-(4-chlorophenyl)ethyl]sulfonylamino}-1,3-thiazole-4-carboxylic acid ClC1=CC=C(C=C1)CCS(=O)(=O)NC1=C(N=CS1)C(=O)O